7-hydroxybenzo[d][1,3]dioxole-4-formaldehyde OC1=CC=C(C2=C1OCO2)C=O